COC=1C=C(C=CC1OC)C=1N=C2N(C(C1)=O)C=C(C=C2C)N2CCC(CC2)NCCO 2-(3,4-Dimethoxyphenyl)-7-{4-[(2-hydroxyethyl)amino]piperidin-1-yl}-9-methyl-4H-pyrido[1,2-a]pyrimidin-4-one